(2S,3S)-3-({1-cyclopentyl-5-[2-(trifluoromethyl)phenyl]-1H-pyrazol-3-yl}formamido)-5-(3,3-difluoropiperidin-1-yl)-2-methylpentanoic acid C1(CCCC1)N1N=C(C=C1C1=C(C=CC=C1)C(F)(F)F)C(=O)N[C@H]([C@@H](C(=O)O)C)CCN1CC(CCC1)(F)F